CCCCCCCCCCCCCCCCC(=O)O[C@H](COC(=O)CCCCCCCCC/C=C\C/C=C\CCCCC)COP(=O)(O)OC[C@@H](C(=O)O)N 1-(11Z,14Z-eicosadienoyl)-2-heptadecanoyl-glycero-3-phosphoserine